N-(1-(1-(4-Chloro-3-methylbenzoyl)-1,8-diazaspiro[4.5]decane-8-carbonyl)-1H-pyrazol-3-yl)acetamide ClC1=C(C=C(C(=O)N2CCCC23CCN(CC3)C(=O)N3N=C(C=C3)NC(C)=O)C=C1)C